C1N(CC12CCC2)C=2C=C(OC1CN(C1)C(=O)N1C[C@@H]3[C@@H](OCC(N3)=O)CC1)C=C(C2)Cl (4aR,8aS)-6-[3-[3-(2-azaspiro[3.3]heptan-2-yl)-5-chloro-phenoxy]azetidine-1-carbonyl]-4,4a,5,7,8,8a-hexahydropyrido[4,3-b][1,4]oxazin-3-one